SCCC(=O)[O-] β-mercaptopropionate